C12CN(CC2C1)C1=NC2=C(C=C(C=C2C(N1C)=O)C)C(C)NC=1C(=NC(=CC1)F)C(=O)O 3-((1-(2-(3-Azabicyclo[3.1.0]hexan-3-yl)-3,6-dimethyl-4-oxo-3,4-dihydro-quinazolin-8-yl)ethyl)amino)-6-fluoropicolinic acid